(2-(hydroxymethyl)propane-1,3-diyl)dicarbamic acid OCC(CNC(O)=O)CNC(O)=O